diacetyl-coenzyme A C(C)(=O)C=1N=C(C=2N=C(N([C@H]3[C@H](O)[C@H](OP(=O)(O)O)[C@@H](COP(=O)(O)OP(=O)(O)OCC(C)(C)[C@@H](O)C(=O)NCCC(=O)NCCS)O3)C2N1)C(C)=O)N